BrC1=NN(N=C1)C=1C(=NC=CC1Cl)C(C)NC(C1=CC(=CC(=C1)C(F)(F)F)C(F)(F)F)=O N-[1-[3-(4-bromotriazol-2-yl)-4-chloro-2-pyridyl]ethyl]-3,5-bis(tri-fluoromethyl)benzamide